OC1(CCN(CC1)C1=NC=2N(C=C1)N=CC2C(=O)OCC)C 1-Ethyl 5-(4-hydroxy-4-methyl-1-piperidyl)pyrazolo[1,5-a]pyrimidine-3-carboxylate